C[C@@]1(N(CCC1)C(=O)OC(C)(C)C)C(=O)O (2S)-2-methyl-1-tert-Butoxycarbonylpyrrolidine-2-carboxylic acid